4-(dodecylthio)-4-(2,6,6-trimethylcyclohex-1-en-1-yl)butan-2-one C(CCCCCCCCCCC)SC(CC(C)=O)C1=C(CCCC1(C)C)C